N-(1-((3,3-difluorocyclobutyl)methyl)-1H-pyrazol-3-yl)-4-iodo-2-(6-azaspiro[2.5]oct-6-yl)benzamide FC1(CC(C1)CN1N=C(C=C1)NC(C1=C(C=C(C=C1)I)N1CCC2(CC2)CC1)=O)F